Butyl N-[3-chloro-4-[[2-[3-(trifluoromethyl)pyrrolidin-1-yl]-4-pyridyl]oxy]phenyl]carbamate ClC=1C=C(C=CC1OC1=CC(=NC=C1)N1CC(CC1)C(F)(F)F)NC(OCCCC)=O